5-(Pentadeca-8,11,14-trien-1-yl)resorcinol C(CCCCCCC=CCC=CCC=C)C=1C=C(C=C(O)C1)O